BrC1=CC2=C(N=CS2)S1 5-bromothieno[2,3-d][1,3]thiazole